tert-butyl (2-(((S)-1-(4-(4-((2-((S)-2-cyano-4,4-difluoropyrrolidin-1-yl)-2-oxoethyl)carbamoyl)quinolin-6-yl)phenoxy)-3-(naphthalen-2-yl)propan-2-yl)amino)-2-oxoethyl)carbamate C(#N)[C@H]1N(CC(C1)(F)F)C(CNC(=O)C1=CC=NC2=CC=C(C=C12)C1=CC=C(OC[C@H](CC2=CC3=CC=CC=C3C=C2)NC(CNC(OC(C)(C)C)=O)=O)C=C1)=O